O=C1NC(CCC1N1C(C2=CC=CC(=C2C1)O[C@H](C(=O)OC(C)(C)C)C)=O)=O tert-butyl (2s)-2-((2-(2,6-dioxopiperidin-3-yl)-1-oxoisoindolin-4-yl)oxy)propanoate